2-amino-N-(1-(8-(dimethylphosphoryl)-1-oxo-2-phenyl-1,2-dihydroisoquinolin-3-yl)ethyl)pyrazolo[1,5-a]pyrimidine-3-carboxamide NC1=NN2C(N=CC=C2)=C1C(=O)NC(C)C=1N(C(C2=C(C=CC=C2C1)P(=O)(C)C)=O)C1=CC=CC=C1